2-Hydroxy-2',6'-diethylacetanilide OCC(=O)NC1=C(C=CC=C1CC)CC